COC1=NC=CC=C1C1=NC(=NC(=C1)C(F)(F)F)S(=O)C 4-(2-methoxypyridin-3-yl)-2-(methylsulfinyl)-6-(trifluoromethyl)pyrimidine